1-(5-bromo-4-methylthiophene-2-yl)ethan-1-one BrC1=C(C=C(S1)C(C)=O)C